(8-(3-(4-fluorophenyl)-1-(methyl-d3)-1H-pyrazol-4-yl)imidazo[1,2-b]pyridazin-2-yl)carbamic acid tert-butyl ester C(C)(C)(C)OC(NC=1N=C2N(N=CC=C2C=2C(=NN(C2)C([2H])([2H])[2H])C2=CC=C(C=C2)F)C1)=O